C(#N)C1=CC=C2C=NN(C2=C1)C[C@@H]1CC[C@H](CC1)C(=O)O trans-4-[(6-cyanoindazol-1-yl)methyl]cyclohexanecarboxylic acid